4-((2-(Butylsulfonyl)-4-(chloromethyl)phenoxy)methyl)-1-(methylsulfonyl)-piperidine C(CCC)S(=O)(=O)C1=C(OCC2CCN(CC2)S(=O)(=O)C)C=CC(=C1)CCl